tert-butyl 10-((6-oxo-4-(((trifluoromethyl)sulfonyl)oxy)-3,6-dihydropyridin-1(2H)-yl)methyl)-7-azaspiro[4.5]decane-7-carboxylate O=C1C=C(CCN1CC1CCN(CC12CCCC2)C(=O)OC(C)(C)C)OS(=O)(=O)C(F)(F)F